1-benzyl-3-ethyl-4-hydroxy-1H-pyrrole C(C1=CC=CC=C1)N1C=C(C(=C1)O)CC